Dimethyl 2-(1-(2-(4-methoxyphenyl)-1H-pyrrol-1-yl)cyclopentane-1-carbonyl)malonate COC1=CC=C(C=C1)C=1N(C=CC1)C1(CCCC1)C(=O)C(C(=O)OC)C(=O)OC